COC(=O)C=1C=2C=NN(C2C=C(C1Cl)F)C1OCCCC1 5-chloro-6-fluoro-1-(tetrahydro-2H-pyran-2-yl)-1H-indazole-4-carboxylic acid methyl ester